2,2'-Bis(3,6-diphenylphenyl)-4,4'-dihydroxy-3,3'-biphenanthrene C1(=CC=CC=C1)C=1C=C(C(=CC1)C1=CC=CC=C1)C1=CC=2C=CC3=CC=CC=C3C2C(=C1C=1C(=CC=2C=CC3=CC=CC=C3C2C1O)C1=CC(=CC=C1C1=CC=CC=C1)C1=CC=CC=C1)O